1-(tert-butyl) 3-methyl (3R,6R)-4-(6-cyano-1-methyl-3-nitro-2-oxo-1,2-dihydro-1,5-naphthyridin-4-yl)-6-methylpiperazine-1,3-dicarboxylate C(#N)C=1N=C2C(=C(C(N(C2=CC1)C)=O)[N+](=O)[O-])N1[C@H](CN([C@@H](C1)C)C(=O)OC(C)(C)C)C(=O)OC